Methyl 5-((4'-(3,3-difluorocyclobutyl)-[1,1'-biphenyl]-4-yl)oxy)-1-(4-methoxybenzyl)-1H-1,2,3-triazole-4-carboxylate FC1(CC(C1)C1=CC=C(C=C1)C1=CC=C(C=C1)OC1=C(N=NN1CC1=CC=C(C=C1)OC)C(=O)OC)F